[Cl-].C[N+]1(CCCCC1)CC1=CC=C(C=C1)[N+](=O)[O-] 1-methyl-1-(4-nitrobenzyl)piperidinium chloride